C(C)(C)(C)OC(=O)N1C(CC1)OC(=O)ON1C(CCC1=O)=O ((((2,5-dioxopyrrolidin-1-yl)oxy)carbonyl)oxy)azetidine-1-carboxylic acid tert-butyl ester